C(C)OC(=O)N1CCC(CC1)NC(C(O)O)=O 4-(2,2-dihydroxyacetamido)piperidine-1-carboxylic acid ethyl ester